CN1C(NC2=CC=C(C=C2C1)N=[S@](=O)(C)C1=C(C=CC=C1)OC)=O (S)-N-(3-Methyl-2-Oxo-1,2,3,4-Tetrahydroquinazolin-6-Yl)-S-(2-Methoxyphenyl)-S-Methylsulfoximine